(4-methoxybenzyl)-5,7'-dimethyl-3',4'-dihydro-1'H-spiro[pyrrolidine-3,2'-[1,8]naphthyridine]-1-carboxylic acid tert-butyl ester C(C)(C)(C)OC(=O)N1CC2(N(C3=NC(=CC=C3CC2)C)CC2=CC=C(C=C2)OC)CC1C